3-(2-methoxypropan-2-yl)-1-((2-(trimethyl-Silyl)ethoxy)methyl)-1H-pyrazole Boron tri-bromide B(Br)(Br)Br.COC(C)(C)C1=NN(C=C1)COCC[Si](C)(C)C